1-(3-fluorobenzyl)-N3-methyl-N5-((1S,2S)-2-methylcyclopropyl)-2-oxo-1,2-dihydropyridine-3,5-dicarboxamide FC=1C=C(CN2C(C(=CC(=C2)C(=O)N[C@@H]2[C@H](C2)C)C(=O)NC)=O)C=CC1